C(#N)C1=CC=C(CNC(=O)C2=CC3=C(N=C(S3)C3CCNCC3)C=C2)C=C1 N-(4-cyanobenzyl)-2-(piperidin-4-yl)-benzo[d]thiazole-6-carboxamide